[Cl-].C[N+]1(CCCCC1)C 1,1-dimethylpiperidin-1-ium chloride